[I-].[Tb+3].[I-].[I-] Terbium(III) Iodide